(S)-3-(8-(2-chloro-4-cyanophenyl)quinolin-5-yl)-2-(2,6-difluoro-4-((R)-2-((trifluoromethyl))pyrrolidin-1-yl)benzoylamino)propionic acid ClC1=C(C=CC(=C1)C#N)C=1C=CC(=C2C=CC=NC12)C[C@@H](C(=O)O)NC(C1=C(C=C(C=C1F)N1[C@H](CCC1)C(F)(F)F)F)=O